2-{2-Fluoro-6-[4-hydroxy-4-(hydroxymethyl)piperidin-1-yl]pyridin-3-yl}-1H-indol-5-ol FC1=NC(=CC=C1C=1NC2=CC=C(C=C2C1)O)N1CCC(CC1)(CO)O